FC=1C=C2CCC(C2=CC1)C1=C(C(=O)NCC=2C(=NC=CC2)N2CCOCC2)C=CC(=C1)C(F)(F)F (5-fluoro-2,3-dihydro-1H-inden-1-yl)-N-((2-morpholinopyridin-3-yl)methyl)-4-(trifluoromethyl)benzamide